Ethylmalonyl-Coenzyme A C(C)C(C(=O)SCCNC(CCNC([C@@H](C(COP(OP(OC[C@@H]1[C@H]([C@H]([C@@H](O1)N1C=NC=2C(N)=NC=NC12)O)OP(=O)(O)O)(=O)O)(=O)O)(C)C)O)=O)=O)C(=O)O